lauryl Alcohol C(CCCCCCCCCCC)O